FC=1C=C(COC2=NC(N3C(N4COCC[C@H]4C3)=C2)=O)C=C(C1)F (S)-3-((3,5-difluorobenzyl)oxy)-8,9,9a,10-tetrahydropyrimido[6',1':2,3]imidazo[1,5-c][1,3]oxazin-1(6H)-one